4-(2,3-dichloro-6-methoxyphenyl)-2-(1H-pyrazol-4-yl)pyridine ClC1=C(C(=CC=C1Cl)OC)C1=CC(=NC=C1)C=1C=NNC1